(2R,6S)-N-{2-[(1,3-dimethyl-1H-pyrazol-4-yl)methyl]-2-azaspiro[3.3]heptan-6-yl}-2,6-dimethyl-4-[5-(trifluoromethyl)pyrimidin-2-yl]piperazine-1-carboxamide CN1N=C(C(=C1)CN1CC2(C1)CC(C2)NC(=O)N2[C@@H](CN(C[C@@H]2C)C2=NC=C(C=N2)C(F)(F)F)C)C